CC1(CC(=CCC1)CCCC(C)C)C=O 1-Methyl-3-(4-methylpentyl)-3-cyclohexene-carbaldehyde